C[C@@H]1[C@H](C1)NC(=O)C1=CC(=NN1)C(=O)N N5-((1S,2S)-2-methylcyclopropyl)-1H-Pyrazole-3,5-dicarboxamide